C1(CC1)C1=CC(=C(C=C1)NC1=CC(=NC=C1C(=O)NOCC)NC=1C=NC=C(C1)F)NS(=O)(=O)C 4-((4-cyclopropyl-2-(N-methylsulfonylamino)phenyl)amino)-N-ethoxy-6-((5-fluoropyridin-3-yl)amino)nicotinamide